C1(=CCCC1)C1=CC=NC2=C(C=CC=C12)OC 4-(cyclopent-1-en-1-yl)-8-methoxyquinoline